15-bromopentadecanoic acid tert-butyl ester C(C)(C)(C)OC(CCCCCCCCCCCCCCBr)=O